1-(4-Chlorophenyl)-4,4-dimethyl-1-pentene-3-one ClC1=CC=C(C=C1)C=CC(C(C)(C)C)=O